(R)-N-(4-(3-((4-amino-5-chloropyrimidin-2-yl)amino)pyrrolidine-1-carbonyl)phenyl)acrylamide NC1=NC(=NC=C1Cl)N[C@H]1CN(CC1)C(=O)C1=CC=C(C=C1)NC(C=C)=O